2-bromo-9,10-bis[(3-methacrylamidopropyl)aminomethyl]anthracene BrC1=CC2=C(C3=CC=CC=C3C(=C2C=C1)CNCCCNC(C(=C)C)=O)CNCCCNC(C(=C)C)=O